ClC1=CC2=C(N=N1)N(CC2)C2CC(C2)(C)CO [(1s,3s)-3-(3-chloro-5,6-dihydro-7H-pyrrolo[2,3-c]pyridazin-7-yl)-1-methylcyclobutyl]methanol